3-[2-(difluoromethoxy)-4-fluoro-phenyl]-4,5-dimethyl-5-(trifluoromethyl)tetrahydrofuran-2-carboxamide FC(OC1=C(C=CC(=C1)F)C1C(OC(C1C)(C(F)(F)F)C)C(=O)N)F